C(C)(C)C1=C(C=CC=C1)[C@H]1N(C(CN(C1)CC1=CC=C(C=C1)OC)=O)C1CC2(C1)CCN(CC2)C(=O)OC(C)(C)C |o1:9| (R or S)-tert-butyl 2-(2-(2-isopropylphenyl)-4-(4-methoxybenzyl)-6-oxopiperazin-1-yl)-7-azaspiro[3.5]nonane-7-carboxylate